5-(pyrrolidin-1-ylmethyl)quinolin-8-ol N1(CCCC1)CC1=C2C=CC=NC2=C(C=C1)O